ethyl 9H-pyrido[4,3-b]indole-6-carboxylate C1=NC=CC2=NC3=C(C=CCC3=C21)C(=O)OCC